COC1=CC2=C([Se]NS2(=O)C2=CC(=CC=C2)OC)C=C1 (R)-6-methoxy-1-m-methoxyphenylbenzo[d][1,3,2]thiaselenazol-1-one